(2Z)-hept-2-en-1-yl-12-{[4-(dimethylamino)butanoyl]oxy}henicosanoate C(\C=C/CCCC)OC(CCCCCCCCCCC(CCCCCCCCC)OC(CCCN(C)C)=O)=O